2-[2-[2-[2-[2,3-bis[8-(1-octylnonoxy)-8-oxo-octoxy] propoxy] ethoxy]ethoxy] ethoxy]ethyl 1,3-dimethylpiperidine-3-carboxylate CN1CC(CCC1)(C(=O)OCCOCCOCCOCCOCC(COCCCCCCCC(OC(CCCCCCCC)CCCCCCCC)=O)OCCCCCCCC(=O)OC(CCCCCCCC)CCCCCCCC)C